N-[1-[6-(trifluoromethyl)pyridazin-3-yl]ethyl]quinazolin FC(C1=CC=C(N=N1)C(C)N1CN=CC2=CC=CC=C12)(F)F